n-butyl-diphosphonic acid, n-butyl methyl ester C(CCC)P(=O)(OCCCC)OP(=O)OC